1-(Trifluoromethanesulfonyl)-1H-benzotriazole FC(S(=O)(=O)N1N=NC2=C1C=CC=C2)(F)F